4-(2,4-difluorophenyl)-2-(2-imidazo[1,2-a]pyridin-6-yltetrahydropyran-4-yl)-6,7-dimethyl-pteridine FC1=C(C=CC(=C1)F)C1=NC(=NC2=NC(=C(N=C12)C)C)C1CC(OCC1)C=1C=CC=2N(C1)C=CN2